tert-butyl 7-(2-{[4-(1-cyano-1-methylethyl)phenyl]amino}-5H,6H,7H,8H-pyrido[3,4-d]pyrimidin-7-yl)-8-methyl-1H,2H,3H-pyrido[2,3-b][1,4]oxazine-1-carboxylate C(#N)C(C)(C)C1=CC=C(C=C1)NC=1N=CC2=C(N1)CN(CC2)C2=C(C1=C(OCCN1C(=O)OC(C)(C)C)N=C2)C